(S)-5-bromo-1-isopropyl-N-((tetrahydrofuran-2-yl)methyl)-1H-pyrazolo[4,3-b]pyridin-7-amine BrC1=CC(=C2C(=N1)C=NN2C(C)C)NC[C@H]2OCCC2